5-{6-Azaspiro[2.5]oct-6-yl}-N-[6-(4,4-difluoropiperidin-1-yl)-4-methylpyridin-2-yl]-7-(2-hydroxyethanesulfonyl)-3-methyl-1,3-benzodiazole-4-carboxamide C1CC12CCN(CC2)C2=C(C1=C(N=CN1C)C(=C2)S(=O)(=O)CCO)C(=O)NC2=NC(=CC(=C2)C)N2CCC(CC2)(F)F